2-(3-bromopyridin-4-yl)-1,3-benzothiazol-6-ol BrC=1C=NC=CC1C=1SC2=C(N1)C=CC(=C2)O